3-cyclopropyl-4-[3-(difluoromethyl)-4-methanesulfonyl-phenyl]-N-methyl-1H-pyrazolo[3,4-c]pyridine C1(CC1)C1=NN(C2=CN=CC(=C21)C2=CC(=C(C=C2)S(=O)(=O)C)C(F)F)C